1-(cyclopropylmethyl)-7-(4-piperidinyl)-1H-indole-2-carbaldehyde C1(CC1)CN1C(=CC2=CC=CC(=C12)C1CCNCC1)C=O